C(#N)C1=CC=C(C2=C1CCO2)N2C(=C(CC1=C(N=CC(=C21)C)OC(F)(F)F)C(=O)O)C 4-cyano-2,3-dihydrobenzofuran-7-yl-2,8-dimethyl-5-trifluoromethoxy-1,4-dihydro-1,6-naphthyridine-3-carboxylic acid